N2-(2,2-Difluoroethyl)-4-methyl-N5-((R)-3,3,3-trifluoro-2-(((S)-11-oxo-2,3,10,11-tetrahydro-1H,5H-benzo[d]pyrazolo[1,2-a][1,2]diazepin-10-yl)carbamoyl)propyl)thiazol-2,5-dicarboxamid FC(CNC(=O)C=1SC(=C(N1)C)C(=O)NC[C@@H](C(F)(F)F)C(N[C@H]1C2=C(CN3N(C1=O)CCC3)C=CC=C2)=O)F